hexamethylenediamine bromide [Br-].NCCCCCCN